titanium-tungsten silicon [Si].[W].[Ti]